tert-butyl [(2R)-2-(6-bromo-4-fluoro-2-methyl-1H-benzimidazol-1-yl)propyl]carbamate BrC=1C=C(C2=C(N(C(=N2)C)[C@@H](CNC(OC(C)(C)C)=O)C)C1)F